NCC1=NN(C2=NC=CC(=C21)CO)C2=CC=C(C=C2)OC(F)(F)F (3-(Aminomethyl)-1-(4-(trifluoromethoxy)phenyl)-1H-pyrazolo[3,4-b]pyridin-4-yl)methanol